6-[4-(6-[[6-oxo-5-(trifluoromethyl)-1-[[2-(trimethylsilyl)ethoxy]methyl]-1,6-dihydropyridazin-4-yl]amino]hexanoyl)piperazin-1-yl]pyridine-3-carbonitrile O=C1C(=C(C=NN1COCC[Si](C)(C)C)NCCCCCC(=O)N1CCN(CC1)C1=CC=C(C=N1)C#N)C(F)(F)F